(3-(6-bromopyridin-2-yl)-7-methoxyimidazo[1,2-a]pyridin-6-yl)-1,1,1-trifluoropropan-2-ol BrC1=CC=CC(=N1)C1=CN=C2N1C=C(C(=C2)OC)C(C(F)(F)F)(C)O